N-hydroxybutyl-N-(2-hydroxytetradecyl)amine OCCCCNCC(CCCCCCCCCCCC)O